CN1N=CC(=C1)C=1C=CC=2N(N1)C(=CN2)C=2C=C(C=CC2)O 3-[6-(1-methylpyrazol-4-yl)imidazo[1,2-b]pyridazin-3-yl]phenol